(S)-6-chloro-1-(6-(3-methoxytetrahydrofuran-3-yl)-4-methylpyridin-2-yl)-3-methyl-1H-pyrazolo[4,3-c]pyridine ClC1=CC2=C(C=N1)C(=NN2C2=NC(=CC(=C2)C)[C@@]2(COCC2)OC)C